C(C1=CC=CC=C1)S(=O)(=O)C1=C(C(=C(C=C1CCCCC)O)CC=C(CCC=C(C)C)C)O 4-(benzylsulfonyl)-2-(3,7-dimethylocta-2,6-dien-1-yl)-5-pentylbenzene-1,3-diol